4-methyl-1-chloromethylbenzene CC1=CC=C(C=C1)CCl